1,2-diiodopropanol IC(C(C)I)O